2-(3-fluorobicyclo[1.1.1]pentan-1-yl)-5-(5-(trifluoromethyl)pyrazin-2-yl)-2,5,6,7-tetrahydro-3H-pyrrolo[2,1-c][1,2,4]triazol-3-one FC12CC(C1)(C2)N2N=C1N(C2=O)C(CC1)C1=NC=C(N=C1)C(F)(F)F